BrC1=CC(=C(C=C1)C(O)([2H])[2H])C(O)([2H])[2H] (4-bromo-1,2-phenylene)bis(methan-d2-ol)